4-acetyl-5-fluoro-3-methyl-6-((5-methyl-1H-pyrazol-3-yl)amino)pyridin C(C)(=O)C1=C(C=NC(=C1F)NC1=NNC(=C1)C)C